C1(=C(CCCCC1)S(=O)(=O)O[O-])C1=CCCCCC1 oxido bicycloheptenesulfonate